C(C)(C)(C)OC(=O)N[C@H](C(=O)N[C@](C(=O)OC)(CC1C(NCC1)=O)C)CC1CC1 (2S)-methyl 2-((S)-2-((tert-butoxycarbonyl)amino)-3-cyclopropylpropanamido)-2-methyl-3-(2-oxopyrrolidin-3-yl)propanoate